(R)-3-(1-Aminoethyl)-2-fluorobenzonitrile N[C@H](C)C=1C(=C(C#N)C=CC1)F